CC(CC)C(CCC)C 3,4-dimethylheptane